C(C)OP(=O)(OCC)O.C(C)N1CN(C=C1)C 1-ethyl-3-methylimidazole diethyl-phosphate salt